5-chloro[1,3]thiazolo[5,4-d]pyrimidin-2-amine ClC=1N=CC2=C(N1)SC(=N2)N